1-(9,10-dioxo-9,10-dihydroanthracene-2-carbonyl)piperidine-4-sulfonyl chloride O=C1C2=CC=CC=C2C(C=2C=CC(=CC12)C(=O)N1CCC(CC1)S(=O)(=O)Cl)=O